C(C)O[SiH](OCC)OCC Tri-ethoxy-silane